COC1=C(C(=O)N(C(C#C)=O)CCCOC=2C(=CC(=C(C(=O)OC)C2)NC(C#C)=O)OC)C(=CC=C1)OC methyl 5-(3-(2,6-dimethoxy-N-propioloylbenzamido)propoxy)-4-methoxy-2-propiolamidobenzoate